pyridoxal-d3 Benzyl-6-{[2-(3-methoxyphenyl)[1,2,4]triazolo[1,5-c]quinazolin-5-yl]amino}-5-oxo-1,4-diazepan-1-carboxylate C(C1=CC=CC=C1)C1N(CC(C(NC1)=O)NC1=NC=2C=CC=CC2C=2N1N=C(N2)C2=CC(=CC=C2)OC)C(=O)OCC=2C(=C(C(=NC2)C([2H])([2H])[2H])O)C=O